2-[1-(2,2-difluoroethyl)-1H-pyrazolo[3,4-b]pyrazin-6-yl]-8-[6-(trifluoromethyl)pyridin-2-yl]-2,8-diazaspiro[4.5]decan-3-one FC(CN1N=CC=2C1=NC(=CN2)N2CC1(CC2=O)CCN(CC1)C1=NC(=CC=C1)C(F)(F)F)F